tert-Butyl 3-[4-(N-hydroxycarbamimidoyl)phenyl]azetidine-1-carboxylate ONC(=N)C1=CC=C(C=C1)C1CN(C1)C(=O)OC(C)(C)C